bis(2,6-diethyl-4-aminophenyl)methane methyl-2-(chloromethyl)-4-fluoro-3-[(2S)-oxetan-2-ylmethyl]-1,3-benzodiazole-5-carboxylate COC(=O)C1=C(C2=C(N=C(N2C[C@H]2OCC2)CCl)C=C1)F.C(C)C1=C(C(=CC(=C1)N)CC)CC1=C(C=C(C=C1CC)N)CC